C(C)(C)(C)C=1OC(=CC(C1)=C(C#N)C)C=CC1=CC=2C(CCN3CCC(C(C23)=C1)(C)C)(C)C 2-{2-tert-butyl-6-[2-(1,1,7,7-tetramethyl-2,3,6,7-tetrahydro-1H,5H-benzo[ij]quinolizin-9-yl)vinyl]-4H-pyran-4-ylidene}propanenitrile